C1(C=CCCCCCCCCCCCC1)=O 2-cyclopentadecen-1-one